2-epoxypropylphenyl-ethylene glycol C(CC)C(C(C1=C2C(=CC=C1)O2)O)O